S1C(=CC=C1CN)C=1SC=CC1 2,2'-bithiophene-5-methylamine